CN(CCC)C N,N-dimethylpropane-1-amine